(S)-6-(2-benzylpiperidin-1-yl)-4-morpholinopyridin-2(1H)-one C(C1=CC=CC=C1)[C@H]1N(CCCC1)C1=CC(=CC(N1)=O)N1CCOCC1